[Br-].C(=O)(O)C1=CC=C(C[P+](C2=CC=CC=C2)(C2=CC=CC=C2)C2=CC=CC=C2)C=C1 (4-carboxybenzyl)triphenylphosphonium bromide